5-(1-benzothiophen-7-yl)-N-(4-cyano-2,5-difluorophenyl)-1H-pyrrole-3-sulfonamide S1C=CC2=C1C(=CC=C2)C2=CC(=CN2)S(=O)(=O)NC2=C(C=C(C(=C2)F)C#N)F